N1C(=NC2=C1C=CC=C2)C2=CC=CC(=N2)C(=O)NC2CN(CC2)C(C2=CC(=CC=C2)C=2N=C1N(C=CC=C1)C2)=O 6-(1H-benzo[d]imidazol-2-yl)-N-(1-(3-(imidazo[1,2-a]pyridin-2-yl)benzoyl)pyrrolidine-3-yl)pyridineamide